NCCN(CCN)CCN tri(2-aminoethyl)ammonia